2,4-bis[N-butyl-N-(1,2,2,6,6-pentamethyl-4-piperidyl)amino]-6-chloro-1,3,5-triazine C(CCC)N(C1CC(N(C(C1)(C)C)C)(C)C)C1=NC(=NC(=N1)N(CCCC)C1CC(N(C(C1)(C)C)C)(C)C)Cl